C(C)(C)(C)OC(=O)N1C[C@@H]([C@H](CC1)F)NC1=NC(=CC=C1)C1=CN=C2N1N=C(C(=C2)OC)C=2C=NN(C2)C(F)F (3S,4S)-3-((6-(6-(1-(difluoromethyl)-1H-pyrazol-4-yl)-7-methoxyimidazo[1,2-b]pyridazin-3-yl)pyridin-2-yl)amino)-4-fluoropiperidine-1-carboxylic acid tert-butyl ester